BrC=1C=C(C=NC1)NC1=NC=C(C(=N1)N1CC(CCC1)C(F)(F)F)Cl N-(5-bromopyridin-3-yl)-5-chloro-4-(3-(trifluoromethyl)piperidin-1-yl)pyrimidin-2-amine